6-({3-[8-bromo-3-(2,2,2-trifluoroethyl)imidazo[1,2-a]pyridin-2-yl]prop-2-yn-1-yl}amino)-7-methoxy-3,4-dihydro-2H-isoquinolin-1-one BrC=1C=2N(C=CC1)C(=C(N2)C#CCNC=2C=C1CCNC(C1=CC2OC)=O)CC(F)(F)F